3-(((3aR,5s,6aS)-2-(((R)-1,4-dioxan-2-yl)methyl)octahydro-cyclopenta[c]pyrrol-5-yl)amino)-6-(2-methyl-2H-indazol-5-yl)pyridazine-4-carbonitrile O1[C@@H](COCC1)CN1C[C@@H]2[C@H](C1)CC(C2)NC=2N=NC(=CC2C#N)C2=CC1=CN(N=C1C=C2)C